6-cyclopropyl-N-(3-(3-((4-methyl-4H-1,2,4-triazol-3-yl)methyl)oxetan-3-yl)phenyl)-2-(trifluoromethyl)pyrimidine-4-carboxamide C1(CC1)C1=CC(=NC(=N1)C(F)(F)F)C(=O)NC1=CC(=CC=C1)C1(COC1)CC1=NN=CN1C